S(=O)(=O)([O-])[O-].[Ba+2].ClC1=CC=C(C=C1)\C=C\[C@@H]1[C@@H](C1)C1=CC=C(C=C1)C 1-chloro-4-((E)-2-((1r,2r)-2-(p-tolyl)cyclopropyl)vinyl)benzene Barium sulfat